(S)-7-ethyl-7-hydroxy-14-(2-(isopropylamino)ethyl)-10,13-dihydro-11H-[1,3]dioxolo[4,5-g]pyrano[3',4':6,7]indolizino[1,2-b]quinolin-8,11(7H)-dione C(C)[C@]1(C(OCC=2C(N3CC=4C(=NC=5C=C6C(=CC5C4CCNC(C)C)OCO6)C3=CC21)=O)=O)O